BrCCCCCCCCC=CC=CCC 1-bromo-9,11-tetradecadiene